Br.Br.BrCCC(CCN)N (2-bromoethyl)-1,3-propanediamine dihydrobromide